[N+](=O)([O-])C=1C=C(C=CC1)S(=O)(=O)N1CC(C1)C=O (1-((3-nitrophenyl)sulfonyl)azetidin-3-yl)methanone